CC1=CC=C(C=N1)C1=NOC(=N1)C12CC3(CC(CC(C1)C3)C2)NC(=O)C2=NC(=NC=C2)C 2-Methyl-pyrimidine-4-carboxylic acid {3-[3-(6-methyl-pyridin-3-yl)-[1,2,4]oxadiazol-5-yl]-adamantan-1-yl}-amide